(2S,5R)-5-(2-chlorophenyl)-1-(4-((p-tolyloxy)methyl)benzoyl)pyrrolidine-2-carboxylic acid ClC1=C(C=CC=C1)[C@H]1CC[C@H](N1C(C1=CC=C(C=C1)COC1=CC=C(C=C1)C)=O)C(=O)O